5-(oxetan-3-yl)-3-(trifluoromethyl)-8,9-dihydropyrido[3',2':4,5]pyrrolo[1,2-a]pyrazin O1CC(C1)C=1C2=C(N3C1C=NCC3)N=CC(=C2)C(F)(F)F